(R)-((4-(1,4,5,6-Tetrahydro-4-methyl-6-oxo-3-pyridazinyl)phenyl)hydrazono)propanedinitrile C[C@H]1C(=NNC(C1)=O)C1=CC=C(C=C1)NN=C(C#N)C#N